ClC1(NC=C(C=C1)C(NN1CSC(=C1C=1SC=C(C1)Cl)N1CCN(CC1)C1CCCCC1)=O)N1CCC(CC1)C(=O)O 1-(2-chloro-5-((4-(4-chlorothien-2-yl)-5-(4-cyclohexylpiperazin-1-yl)-1,3-thiazol-3-yl)carbamoyl)pyridin-2-yl)piperidine-4-carboxylic acid